tert-butyl 4-(2-methyl-1-(6-(4-(4-methyl-1-(oxetan-3-yl)-1H-pyrazol-5-yl)piperidin-1-yl)-2-(trifluoromethyl)pyrimidin-4-yl)azetidin-3-yl)piperazine-1-carboxylate CC1N(CC1N1CCN(CC1)C(=O)OC(C)(C)C)C1=NC(=NC(=C1)N1CCC(CC1)C1=C(C=NN1C1COC1)C)C(F)(F)F